ClC=1C(=C(C(=CC1)C(F)F)C1=CN=C(C(=N1)C(=O)NC=1C=NN(C1)CC=1N=NC(=CC1)N1C([C@@H]2C[C@@H]2C1)=O)C)F 6-(3-Chloro-6-(difluoromethyl)-2-fluorophenyl)-3-methyl-N-(1-((6-((1R,5S)-2-oxo-3-azabicyclo[3.1.0]hex-3-yl)pyridazin-3-yl)methyl)-1H-pyrazol-4-yl)pyrazine-2-carboxamide